C(C=C)(=O)N1[C@@H](C[C@H](CC1)N1N=NC=2C(=NC=3C(=C(C(=CC3C21)Cl)C2=C(C(=CC=C2)Cl)Cl)Cl)OC[C@H]2N(CCC2)C)CC#N 2-((2S,4S)-1-acryloyl-4-(6,8-dichloro-7-(2,3-dichlorophenyl)-4-(((S)-1-methylpyrrolidin-2-yl)methoxy)-1H-[1,2,3]triazolo[4,5-c]quinolin-1-yl)piperidin-2-yl)acetonitrile